O1C(C=NC2=C1C=CC=C2)=O 2H-1,4-benzoxazine-2-one